Thiophen-3-ylmethyl (S)-5-fluoro-3-((R)-5-isopropyl-3-(isoquinolin-1-yl)-4,5-dihydroisoxazole-5-carboxamido)-4-oxopentanoate FCC([C@H](CC(=O)OCC1=CSC=C1)NC(=O)[C@@]1(CC(=NO1)C1=NC=CC2=CC=CC=C12)C(C)C)=O